4-chloro-1-[tris(prop-2-yl)silyl]-1H-pyrrolo[2,3-b]Pyridine ClC1=C2C(=NC=C1)N(C=C2)[Si](C(C)C)(C(C)C)C(C)C